ethyl-(3-phenylprop-2-yn-1-yl)aminothiocarbonyl fluoride C(C)N(C(=S)F)CC#CC1=CC=CC=C1